ClC1=C(C=C(C=C1)Cl)C1NC2(C3NNC(N3C3SC4C[C@H](CC4C13)C(=O)N1CCOCC1)C)CC2 (13'S)-9'-(2,5-dichlorophenyl)-3'-methyl-13'-(morpholine-4-carbonyl)-16'-thia-2',4',5',8'-tetraazaspiro[cyclopropane-1,7'-tetracyclo[8.6.0.02,6.011,15]hexadecane]